COC1=C(C=C(C=C1)N(CC1=CC(=C(C(=C1)OC)OC)OC)C)O 2-methoxy-5-[methyl-[(3,4,5-trimethoxyphenyl)methyl]amino]phenol